C(C#C)(=O)N1C(CC1)C(=O)N 1-propioloylazetidine-2-carboxamide